N=1N=CN2C=NC=3C=CC(=CC3C21)C(=O)N [1,2,4]triazolo[4,3-c]quinazolin-9-carboxamide